3,3'-(naphthalen-2-ylmethylene)bis(1H-indole) C1=C(C=CC2=CC=CC=C12)C(C1=CNC2=CC=CC=C12)C1=CNC2=CC=CC=C12